8-hydroxy-2-(1-methoxycyclopropyl)imidazo[1,2-a]Pyridine-6-carboxylic acid methyl ester COC(=O)C=1C=C(C=2N(C1)C=C(N2)C2(CC2)OC)O